N-(3-carbamoyloxolan-3-yl)-5-(cyclopropylmethoxy)-2-methyl-2H-indazole-3-carboxamide C(N)(=O)C1(COCC1)NC(=O)C=1N(N=C2C=CC(=CC12)OCC1CC1)C